ClC1=CC(=C(C=C1)[N+](=O)[O-])C1CC1 4-chloro-2-cyclopropyl-1-nitrobenzene